C12COCC(CC1)N2CC(=O)NC=2C=C(C(=NC2)F)NC(=O)C=2C=NN1C2C=NC(=C1)C=1C=NN(C1)C N-(5-(2-(3-oxa-8-azabicyclo[3.2.1]octan-8-yl)acetamido)-2-fluoropyridin-3-yl)-6-(1-methyl-1H-pyrazol-4-yl)pyrazolo[1,5-a]pyrazine-3-carboxamide